N-(4-(cis-bicyclo[3.1.0]hexan-3-yloxy)-3-fluoro-5-methylphenyl)-2-(3,3-diethylazetidin-1-yl)-5-(methoxymethyl)oxazole-4-carboxamide C12CC(CC2C1)OC1=C(C=C(C=C1C)NC(=O)C=1N=C(OC1COC)N1CC(C1)(CC)CC)F